deoxyribose pentaphosphate OP(O)(=O)OP(=O)(O)OP(=O)(O)OP(=O)(O)OP(=O)(O)O.O=CC[C@H](O)[C@H](O)CO